γ-(aminopropyl)triethoxysilane CCC(CCO[Si](OCC)OCC)N